C(#N)C=1C=CC(=C2C=CC=NC12)N1C[C@H]2N([C@@H](C1)C)C[C@@H](C2)NC2=NC=1CC(N(CC1C=C2)C(=O)OC(C)(C)C)C tert-butyl 2-[[(4R,7R,8aS)-2-(8-cyano-5-quinolyl)-4-methyl-3,4,6,7,8,8a-hexahydro-1H-pyrrolo[1,2-a]pyrazin-7-yl]amino]-7-methyl-7,8-dihydro-5H-1,6-naphthyridine-6-carboxylate